ethyl (3S)-3-(2,4-difluoro-2',4',5,6'-tetramethyl-[1,1'-biphenyl]-3-yl)-3-(2-(5-(2-(dimethylamino)ethyl)-2-oxo-4-(trifluoromethyl)pyridin-1(2H)-yl)-4-methylpentanamido)propanoate FC1=C(C=C(C(=C1[C@H](CC(=O)OCC)NC(C(CC(C)C)N1C(C=C(C(=C1)CCN(C)C)C(F)(F)F)=O)=O)F)C)C1=C(C=C(C=C1C)C)C